[Cl-].[Cl-].C(CCC)C1=CC=C(C=C1)C(=[Zr+2](C1=C(C(=CC=2C3=CC(=C(C=C3CC12)C1=CC=CC=C1)C(C)(C)C)C(C)(C)C)C1=CC=CC=C1)C1C=CC=C1)C1=CC=C(C=C1)CCCC di-(p-n-butyl-phenyl)methylene(cyclopentadienyl)(2,7-diphenyl-3,6-di-tert-butylfluorenyl)zirconium dichloride